N-(1,3-benzoxazol-2-yl)bicyclo[3.3.1]nonane-3-carboxamide O1C(=NC2=C1C=CC=C2)NC(=O)C2CC1CCCC(C2)C1